O(C1=CC=CC=C1)CCOCCOC(C=C)=O.ClC1=C(C(=CC=C1)Cl)CC(=O)NC1=CC(=NC=C1)N(C(C)=O)C1=C(C=C(C=C1)F)F N-{4-[2-(2,6-dichlorophenyl)acetamido]pyridin-2-yl}-N-(2,4-difluorophenyl)acetamide 2-(2-phenoxyethoxy)ethyl-acrylate